5-chloro-2-(methylthio)-3-phenyl-1-tosyl-1H-indole ClC=1C=C2C(=C(N(C2=CC1)S(=O)(=O)C1=CC=C(C)C=C1)SC)C1=CC=CC=C1